1-Butyl-3-(3,3-dimethyl-1-oxo-2-oxadispiro[4.1.57.15]tridecan-10-yl)pyrimidine-2,4,6(1H,3H,5H)-trione C(CCC)N1C(N(C(CC1=O)=O)C1CCC2(CC3(CC(OC3=O)(C)C)C2)CC1)=O